5-(5-Cyano-2-cyclopropoxyphenyl)-N-((3R,5S)-5-(methoxymethyl)pyrrolidin-3-yl)oxazole-2-carboxamide C(#N)C=1C=CC(=C(C1)C1=CN=C(O1)C(=O)N[C@H]1CN[C@@H](C1)COC)OC1CC1